CC(C)(C)[S@@](=O)N[C@H](C)C1=CC=2C(C=N1)=CN(N2)C (R)-2-methyl-N-((R)-1-(2-methyl-2H-pyrazolo[4,3-c]pyridin-6-yl)ethyl)propane-2-sulfinamide